[3-(cyclopropylmethylamino)-1-[5-[5-[(1R)-1-(3,5-dichloro-4-pyridinyl)ethoxy]-1-tetrahydropyran-2-yl-indazol-3-yl]-3-fluoro-2-pyridinyl]azetidin-3-yl]acetonitrile C1(CC1)CNC1(CN(C1)C1=NC=C(C=C1F)C1=NN(C2=CC=C(C=C12)O[C@H](C)C1=C(C=NC=C1Cl)Cl)C1OCCCC1)CC#N